CC1=NNC(=C1C1=CC=C(C=C1)NC(=O)C([C@@H](C)C1=CC=CC=C1)NC(=O)C=1N(N=CC1)C)C N-[(2S)-1-[[4-(3,5-dimethyl-1H-pyrazol-4-yl)phenyl]carbamoyl]-2-phenyl-propyl]-2-methyl-pyrazole-3-carboxamide